FC(OC1=CC=C(C=C1)N1CC2CNCC2C1)(F)F 2-[4-(trifluoromethoxy)phenyl]-octahydropyrrolo[3,4-c]pyrrole